C(OCCN(C)C(=O)OC(C)(C)C)(OC1=CC=C(C=C1)[N+](=O)[O-])=O 2-[tert-butoxycarbonyl(methyl)amino]ethyl (4-nitrophenyl) carbonate